1-(2-(4-(3-methylfuran-2-yl)-1H-imidazol-2-yl)piperidin-1-yl)-2-(methylthio)propan-1-one CC1=C(OC=C1)C=1N=C(NC1)C1N(CCCC1)C(C(C)SC)=O